CN1CCN(CC1)C=1C=C(C=CC1)NC=1N=CC2=C(N1)NC=C2C2=NC=1N(C=C2)N=CC1 N-(3-(4-methylpiperazin-1-yl)phenyl)-5-(pyrazolo[1,5-a]pyrimidin-5-yl)-7H-pyrrolo[2,3-d]pyrimidin-2-amine